C(C)S(=O)(=O)C1=CN(C=2CCC([C@H](C12)O)(F)F)C1=CC(=C(C=C1)F)C(F)(F)F (S)-3-(ethylsulfonyl)-5,5-difluoro-1-(4-fluoro-3-(trifluoromethyl)phenyl)-4,5,6,7-tetrahydro-1H-indol-4-ol